1-methyl-6-(((6-(piperidin-4-yl)pyridin-2-yl)oxy)methyl)-1H-indazole CN1N=CC2=CC=C(C=C12)COC1=NC(=CC=C1)C1CCNCC1